CC1=CC=C(C=C1)S(=O)(=O)O.S(=O)(=O)(O)CCCC1C(=O)NCCCC1 (3-sulfopropyl)caprolactam p-toluenesulfonate